4-methyl-6-(piperidin-4-yl)pyridazin-3-amine dihydrochloride Cl.Cl.CC1=C(N=NC(=C1)C1CCNCC1)N